C(#N)C=1C=C2CCC(CC2=C(C1)F)C1=CC=CC(=N1)N1CCN(CC1)CC1=NC2=C(N1C[C@H]1OCC1)C=C(C=C2)C(=O)O 2-((4-(6-(6-cyano-8-fluoro-1,2,3,4-tetrahydronaphthalen-2-yl)pyridin-2-yl)piperazin-1-yl)methyl)-1-((S)-oxetan-2-ylmethyl)-1H-benzo[d]imidazole-6-carboxylic acid